silver para-aminosalicylate NC=1C=C(C(C(=O)[O-])=CC1)O.[Ag+]